CC1=NOC(=N1)C1=NC=CC(=N1)COC1=CC=C(C=C1)C(C)(C)C1=CC=C(OC2CC(C2)NC(OC(C)(C)C)=O)C=C1 tert-butyl ((1r,3r)-3-(4-(2-(4-((2-(3-methyl-1,2,4-oxadiazol-5-yl)pyrimidin-4-yl)methoxy)phenyl)propan-2-yl)phenoxy)cyclobutyl)carbamate